tert-butyl (3-(4-(2-(4-((2-(azetidin-1-yl)pyrimidin-4-yl)methoxy)phenyl)propan-2-yl)phenoxy)propyl)carbamate N1(CCC1)C1=NC=CC(=N1)COC1=CC=C(C=C1)C(C)(C)C1=CC=C(OCCCNC(OC(C)(C)C)=O)C=C1